1-((4-amino-1-methylcyclohexyl)methyl)-5,5-dimethyldihydropyrimidine-2,4(1H,3H)-dione NC1CCC(CC1)(C)CN1C(NC(C(C1)(C)C)=O)=O